1-Oxo-2,8-diaza-spiro[4.5]decane-8-carboxylic acid [4-methoxy-7-(tetrahydro-pyran-4-yl)-thiazolo[4,5-c]pyridin-2-yl]-amide COC1=NC=C(C2=C1N=C(S2)NC(=O)N2CCC1(CCNC1=O)CC2)C2CCOCC2